1-Acetyl-5-bromo-indoline C(C)(=O)N1CCC2=CC(=CC=C12)Br